O=C1C=2C=C(C(=NC2CCC1)C(=O)OCC)C1=CC=CC=C1 Ethyl 5-Oxo-3-phenyl-5,6,7,8-tetrahydroquinoline-2-carboxylate